C(C)C=1C(NC2=C(N1)N=CC(=C2)CN2CCN(C1CCC21)C=2C=CC(=NC2)C(=O)NC)=O 5-(5-((3-ethyl-2-oxo-1,2-dihydropyrido[2,3-b]pyrazin-7-yl)methyl)-2,5-diazabicyclo[4.2.0]oct-2-yl)-N-methylpicolinamide